C1=CC=C2C(=C1)C(=CN2)C3=NC=CS3 The molecule is an indole phytoalexin that is indole substituted at position 3 by a 1,3-thiazol-2-yl group. It has a role as a metabolite. It is an indole phytoalexin and a member of 1,3-thiazoles.